BrC1=CC(=NC=C1)NC(=O)NCCC1=CC=CC=C1 1-(4-Bromopyridin-2-yl)-3-phenethylurea